NC1=C(C=CC(=C1)C=1C(=NOC1C)C)NC1CCN(CC1)C(=O)OC(C)(C)C tert-butyl 4-((2-amino-4-(3,5-dimethylisoxazol-4-yl)phenyl)amino)piperidine-1-carboxylate